S-methyl (S)-dimethylphosphoramidothioate CN(P(SC)([O-])=O)C